C(C1=CC=CC=C1)OCC(C(=O)N1CCN(CC1)C1=CC(=CC(=C1)Cl)Cl)CC(C)=O 2-(benzyloxymethyl)-1-[4-(3,5-dichlorophenyl)piperazin-1-yl]pentane-1,4-dione